3-(5-(((1S,2S)-2-(ethylamino)cyclopentyl)amino)-1-oxoisoindolin-2-yl)piperidine-2,6-dione C(C)N[C@@H]1[C@H](CCC1)NC=1C=C2CN(C(C2=CC1)=O)C1C(NC(CC1)=O)=O